sodium methylenebis(2,4-di-t-butylphenol) phosphate P(=O)([O-])([O-])OC1=C(C(=C(C=C1)C(C)(C)C)CC=1C(=C(C=CC1C(C)(C)C)O)C(C)(C)C)C(C)(C)C.[Na+].[Na+]